1-(3,5-dibromophenyl)-2,5-dimethyl-1H-pyrrole BrC=1C=C(C=C(C1)Br)N1C(=CC=C1C)C